C(C)NCC=CC1=CC(=C(C=C1)C1CCCCC1)Cl ethyl-[3-(3-chloro-4-cyclohexylphenyl)allyl]amine